FC(C(=O)O)(F)F.O=C1OCC2=CC=C(C=C12)NC([C@H](CCCNC(=O)N)N)=O (S)-2-amino-5-ureidopentanoic acid (3-oxo-1,3-dihydro-isobenzofuran-5-yl)amide trifluoroacetate salt